4-(3-phenylureido)-phenylacetate C1(=CC=CC=C1)NC(NC1=CC=C(C=C1)CC(=O)[O-])=O